C1NCC12CCC(CC2)C=2C=NN1C2C=C(C=C1)C=1C=NC=NC1 5-(3-(2-azaspiro[3.5]nonan-7-yl)pyrazolo[1,5-a]pyridin-5-yl)pyrimidine